4,5-dihydro-5-oxo-1-(4-sulfophenyl)-4-[4-sulfophenyl-azo]-1H-pyrazole-3-carboxylic acid aluminum salt [Al+3].O=C1C(C(=NN1C1=CC=C(C=C1)S(=O)(=O)[O-])C(=O)[O-])N=NC1=CC=C(C=C1)S(=O)(=O)[O-]